tert-butyl 4-(4,4,5,5-tetramethyl-1,3,2-dioxaborolan-2-yl)-2,3,6,7-tetrahydroazepine-1-carboxylate CC1(OB(OC1(C)C)C=1CCN(CCC1)C(=O)OC(C)(C)C)C